N-hydroxy-4-(2-pentyl-1H-benzo[d]imidazol-1-yl)thiophene-2-carboximidamide ONC(=N)C=1SC=C(C1)N1C(=NC2=C1C=CC=C2)CCCCC